CC1=C(C(=C(C1([Hf]C=1C(C2=CC=CC=C2C1)C(C)CC)C)C)C)C pentamethylcyclopentadienyl(1-sec-butylindenyl)hafnium